ClC1=NC=CN=C1C(F)F 2-chloro-3-(difluoromethyl)pyrazine